C(C1=CC=CC=C1)(C1=CC=CC=C1)N1C(N(C=2C1=NC=C(C2)Br)CC(CC)O)=O 3-benzhydryl-6-bromo-1-(2-hydroxybutyl)-1,3-dihydro-2H-imidazo[4,5-b]pyridin-2-one